(2S)-2-(1-methylpyrazol-4-yl)morpholine CN1N=CC(=C1)[C@H]1CNCCO1